1-(4-ethoxyphenyl)-5-mercapto-1H-tetrazole C(C)OC1=CC=C(C=C1)N1N=NN=C1S